2-((2S)-1-(but-2-ynoyl)-4-(8-chloro-7-(8-chloronaphthalen-1-yl)-4-(3-(dimethylamino)-3-methylazetidin-1-yl)-6-fluoro-1H-imidazo[4,5-c]quinolin-1-yl)piperidin-2-yl)acetonitrile C(C#CC)(=O)N1[C@@H](CC(CC1)N1C=NC=2C(=NC=3C(=C(C(=CC3C21)Cl)C2=CC=CC1=CC=CC(=C21)Cl)F)N2CC(C2)(C)N(C)C)CC#N